C(C)OC1=CC=C(C=C1)N(C(=O)C=1C=CC=2N(C1)C(=CN2)C=2C=CC(=NC2)NC(OC)=O)C methyl N-[5-[6-[(4-ethoxyphenyl)-methyl-carbamoyl]imidazo[1,2-a]pyridin-3-yl]-2-pyridyl]carbamate